COC1=CC=2N(C=C1)C(=CN2)C(=O)N2CC1=C(CC2)C(=CS1)C(=O)NC=1C=NC=C(C1)C(F)(F)F 6-(7-Methoxyimidazo[1,2-a]pyridin-3-carbonyl)-N-(5-(trifluoromethyl)pyridin-3-yl)-4,5,6,7-tetrahydrothieno[2,3-c]pyridin-3-carboxamid